2-(6-((2s,4r)-4-amino-2-(hydroxymethyl)pyrrolidin-1-yl)-4-methylpyridin-2-yl)-4-(2-fluoro-6-methoxyphenyl)-2,3-dihydro-1H-pyrrolo[3,4-c]pyridin-1-one N[C@@H]1C[C@H](N(C1)C1=CC(=CC(=N1)N1CC=2C(=NC=CC2C1=O)C1=C(C=CC=C1OC)F)C)CO